6-[4-[[4-(3-Ethoxyphenyl)naphthalen-1-yl]methyl]piperazin-1-yl]-N-[4-(2-phenylsulfanylethylamino)-3-(trifluoromethyl)phenyl]sulfonylpyridazine-3-carboxamide C(C)OC=1C=C(C=CC1)C1=CC=C(C2=CC=CC=C12)CN1CCN(CC1)C1=CC=C(N=N1)C(=O)NS(=O)(=O)C1=CC(=C(C=C1)NCCSC1=CC=CC=C1)C(F)(F)F